(3,5,6-triphenylpyrazin-2-yl)-[1,1-biphenyl]-3-carbaldehyde C1(=CC=CC=C1)C=1C(=NC(=C(N1)C1=CC=CC=C1)C1=CC=CC=C1)C1=C(C=CC=C1C=O)C1=CC=CC=C1